FC1=CC=CC=2C3CC[C@@]4(C(C[C@H](C4C3CCC12)CCC(=O)NC1COC1)=O)C 3-((13S,15R)-4-fluoro-13-methyl-17-oxo-7,8,9,11,12,13,14,15,16,17-decahydro-6H-cyclopenta[a]phenanthren-15-yl)-N-(oxetan-3-yl)propanamide